C(C)OC(C(=CC1=C(C=CC(=C1)OC)Br)N=[N+]=[N-])=O 2-azido-3-(2-bromo-5-methoxyphenyl)acrylic acid ethyl ester